5-Amino-1-isopropyl-3-(4-(2-oxo-2-((4-(pyrrolidin-1-ylmethyl)-3-(trifluoromethyl)phenyl)amino)ethyl)phenyl)-1H-pyrazole-4-carboxamide NC1=C(C(=NN1C(C)C)C1=CC=C(C=C1)CC(NC1=CC(=C(C=C1)CN1CCCC1)C(F)(F)F)=O)C(=O)N